IC1=CC2=C(C(=NO2)OC)C=C1 6-iodo-3-methoxybenzo[d]isoxazol